1-(2-(4'-((cyclopropylmethyl)sulfonyl)-[1,1'-biphenyl]-4-yl)propan-2-yl)-3-(3-methylquinuclidin-3-yl)urea C1(CC1)CS(=O)(=O)C1=CC=C(C=C1)C1=CC=C(C=C1)C(C)(C)NC(=O)NC1(CN2CCC1CC2)C